C1(=CC=CC=C1)P(C1=CC=2N(C3=CC(=CC=C3C2C=C1)P(C1=CC=CC=C1)C1=CC=CC=C1)C1=CC=CC=C1)C1=CC=CC=C1 2,7-bis(diphenylphosphino)-9-phenyl-9H-carbazole